CC1C(NCC(O1)C)=O 2,6-dimethyl-3-oxo-morpholine